3-(3-Cyano-4-fluorophenyl)-1-(8-fluoro-6-oxo-1,4,5,6-tetrahydro-2H-pyrano[3,4-c]isoquinolin-1-yl)-1-isobutylurea C(#N)C=1C=C(C=CC1F)NC(N(CC(C)C)C1COCC=2NC(C=3C=C(C=CC3C21)F)=O)=O